C1(=CC=CC=C1)[C@H](ON=C1CCCC1)C1=C(C=CC=C1)C#C[Si](C(C)C)(C(C)C)C(C)C (S)-cyclopentanone O-(phenyl-(2-((triisopropylsilyl)ethynyl)phenyl)methyl) oxime